6-((5-chloro-3-fluorothiophen-2-yl)methoxy)-3-fluoro-3',6'-dihydro-[2,4'-bipyridine]-1'(2'H)-carboxylic acid tert-butyl ester C(C)(C)(C)OC(=O)N1CCC(=CC1)C1=NC(=CC=C1F)OCC=1SC(=CC1F)Cl